C(C=1OC=CC1)C=1OC=CC1 2,2'-methylenebis-furan